FC=1C(=C(C=CC1)NC1=C(NC2=C1C(NCC2)=O)C2=C(C=NC=C2)C#CC2N(CC2(C)C)C(=O)OC(C)(C)C)OC tert-butyl 2-[2-(4-{3-[(3-fluoro-2-methoxyphenyl)amino]-4-oxo-1H,5H,6H,7H-pyrrolo[3,2-c]pyridin-2-yl}pyridin-3-yl)ethynyl]-3,3-dimethylazetidine-1-carboxylate